5,7-dichloro-6-fluoro-1-(2-isopropyl-4-methylpyridin-3-yl)pyrido[2,3-d]pyrimidine-2,4(1H,3H)-dione ClC1=C(C(=NC=2N(C(NC(C21)=O)=O)C=2C(=NC=CC2C)C(C)C)Cl)F